CS(=O)O.CC1(C2(C(CC1CC2)=O)[Na])C (7,7-dimethyl-2-oxobicyclo[2.2.1]hept-1-yl)sodium methanesulfinate